C(=CC)N1C[C@@H](CCC1)N1N=C(C=2C1=NC=NC2N)C(=O)NC=2OC1=C(N2)C(=CC=C1)C (R)-1-(1-propenylpiperidin-3-yl)-4-amino-N-(4-methylbenzo[d]oxazol-2-yl)-1H-pyrazolo[3,4-d]pyrimidine-3-carboxamide